2-(1-cyclopropyl-2-hydroxy-2-methylpropyl)-7-(1-methyl-3-(trifluoromethyl)-1H-indazol-5-yl)isoindolin-1-one C1(CC1)C(C(C)(C)O)N1C(C2=C(C=CC=C2C1)C=1C=C2C(=NN(C2=CC1)C)C(F)(F)F)=O